5-(2-fluoro-6-methylphenyl)-2-({6-methylimidazo[1,2-a]pyridin-2-yl}methyl)-1,2-dihydro-2,7-naphthyridin-1-one FC1=C(C(=CC=C1)C)C1=C2C=CN(C(C2=CN=C1)=O)CC=1N=C2N(C=C(C=C2)C)C1